[Br-].CC(C(C(CCCCCCCCCCCCCCCCCC)N)CCCCCCCCCCCCCCCCCC)(NCCO)C dimethyl-2-hydroxyethyl-2,3-dioctadecyl-aminopropylamine bromide